(R)-2-(2-methylmorpholino)pyrimidine-4,5-diamine C[C@H]1OCCN(C1)C1=NC=C(C(=N1)N)N